4-but-3-enyl-5-(5-chloropyrimidin-2-yl)oxy-2-(trifluoromethyl)quinazolineacetyl-cysteine C(CC=C)C1=NC(NC2=CC=CC(=C12)OC1=NC=C(C=N1)Cl)(CC(=O)N[C@@H](CS)C(=O)O)C(F)(F)F